9-{4-[4-(1,1-difluoroethyl)phenoxy]phenyl}-3,4,6,7,8,9-hexahydropyrido[2,1-c][1,2,4]thiadiazine 2,2-dioxide FC(C)(F)C1=CC=C(OC2=CC=C(C=C2)C2CCCN3C2=NS(CC3)(=O)=O)C=C1